2-[4-tert-butyl-2-(4-fluoro-2-methoxy-phenoxy)-6-methyl-phenyl]-4-oxo-1H-1,6-naphthyridine-5-carboxylic acid methyl ester COC(=O)C=1C=2C(C=C(NC2C=CN1)C1=C(C=C(C=C1C)C(C)(C)C)OC1=C(C=C(C=C1)F)OC)=O